(L)-2-hydroxyglutarate O[C@H](C(=O)[O-])CCC(=O)[O-]